CC1=C(C(=CC(=C1)N1CC2=C(CCC1)C=C(C=C2)OCC(C(F)F)(F)F)C)NC(CC(C)(C)C)=O N-(2,6-dimethyl-4-(7-(2,2,3,3-tetrafluoropropoxy)-1,3,4,5-tetrahydro-2H-benzo[c]azepin-2-yl)phenyl)-3,3-dimethylbutanamide